Benzylamine adipate C(CCCCC(=O)O)(=O)O.C(C1=CC=CC=C1)N